C1(CCC=CCCC1)O[Si](C)(C)C (cyclooct-4-en-1-oxy)trimethylsilane